(S)-1-(8-Phenyl-2-(quinoline-8-carbonyl)-2,6-diazaspiro[3.4]octan-6-yl)prop-2-en-1-one C1(=CC=CC=C1)[C@@H]1CN(CC12CN(C2)C(=O)C=2C=CC=C1C=CC=NC21)C(C=C)=O